C(=C)C1=CC=C(C=C1)C1=CC=C2C=CC=NC2=C1 7-(4-vinylphenyl)quinoline